N-[(6-Amino-2-pyridyl)sulfonyl]-6-(tert-butylamino)-2-(2,4,6-trimethylphenoxy)pyridin-3-carboxamid NC1=CC=CC(=N1)S(=O)(=O)NC(=O)C=1C(=NC(=CC1)NC(C)(C)C)OC1=C(C=C(C=C1C)C)C